ClC1=CC=C(C=C1)C=1N=C2N(C=CC=N2)C1CN1CC2CCC(C1)N2C(=O)OC methyl 3-{[2-(4-chlorophenyl)imidazo[1,2-a]pyrimidin-3-yl] methyl}-3,8-diazabicyclo[3.2.1]octane-8-carboxylate